S1C=2N(C=C1)C=CN2 imidazo[2,1-B]thiazole